ClC=1C(=NC=CC1)N1N=C(C=C1C(=O)O)CN1N=CC(=N1)C(F)(F)F 2-(3-chloro-2-pyridyl)-5-[[4-(trifluoromethyl)triazol-2-yl]methyl]pyrazole-3-carboxylic acid